(2R)-3-hydroxy-2-[[(8S)-5-(7H-pyrrolo[2,3-d]pyrimidin-4-yl)-5-azaspiro[2.5]octane-8-carbonyl]amino]propanoate OC[C@H](C(=O)[O-])NC(=O)[C@H]1CCN(CC12CC2)C=2C1=C(N=CN2)NC=C1